CN(C(C(C(=O)N(CCCCCCCC)C)CCCCCCCC)=O)CCCCCCCC N,N'-dimethyl-N,N'-dioctyloctylmalonamide